C(CC)(=O)ONC(=O)C=1C=NC(=NC1)N1C(CCC1)C1=CC(=CC=C1)F (2-(2-(3-fluorophenyl) pyrrolidin-1-yl) pyrimidine-5-carboxamido) propionate